6-(1-methyl-1H-pyrazol-4-yl)-4-(4,4,5,5-tetramethyl-1,3,2-dioxaborolan-2-yl)pyrazolo[1,5-a]Pyridine-3-carbonitrile CN1N=CC(=C1)C=1C=C(C=2N(C1)N=CC2C#N)B2OC(C(O2)(C)C)(C)C